NC=1C=CC=C(C1)C1=CC(=CC=C1)Br 5-amino-3'-bromo-biphenyl